[SiH2]1CC1 SILIRAN